4-methyl-4-(methylsulfanyl)pentan-2-ol CC(CC(C)O)(C)SC